ClC=1C=CC(=C(C1)C1=CC2=C(OCCN2C2=CC(=NC=C2)NC(CCN(C)CCNS(=O)(=O)C)=O)C=N1)F N-{4-[7-(5-chloro-2-fluorophenyl)-1H,2H,3H-pyrido[3,4-b][1,4]oxazin-1-yl]pyridin-2-yl}-3-[(2-methanesulfonamidoethyl)(methyl)amino]propanamide